fluoro-2-methylpropyl trifluoromethanesulfonate FC(S(=O)(=O)OC(C(C)C)F)(F)F